ClC1=C(C=CC=C1)N1C(O[C@@]2(C1)C[C@@H](C(CC2)(F)F)CN2C=NC1=C2C=C(C=C1)C#N)=O 1-(((5R,7R)-3-(2-chlorophenyl)-8,8-difluoro-2-oxo-1-oxa-3-azaspiro[4.5]decan-7-yl)methyl)-1H-benzo[d]imidazole-6-carbonitrile